C(C)(C)(C)OC(=O)N1CC2=C(C=CC=C2CC1)NC1=CN(C(C=C1)=O)C 8-((1-methyl-6-oxo-1,6-dihydropyridin-3-yl)amino)-3,4-dihydroisoquinoline-2(1H)-carboxylic acid tert-butyl ester